2-(imidazo[1,2-a]pyridin-8-ylmethoxy)nicotinaldehyde N=1C=CN2C1C(=CC=C2)COC2=C(C=O)C=CC=N2